C[C@@H]1COC[C@@H](N1CC=1N(C2=CC(=CC=C2C(C1C)=O)C1=NC(=NC=C1F)N[C@H]1[C@@H](COCC1)O)C(C)C)C 2-(((3R,5S)-3,5-dimethylmorpholino)methyl)-7-(5-fluoro-2-(((3S,4R)-3-hydroxytetrahydro-2H-pyran-4-yl)amino)pyrimidin-4-yl)-1-isopropyl-3-methylquinolin-4(1H)-one